CC(CC(=O)C1=C(C(=C(OCC=2C=C(C=CC2)C2=CC(=C(C=C2OC)F)C(=O)O)C=C1)C)O)(C)C 3'-((4-(3,3-dimethylbutanoyl)-3-hydroxy-2-methylphenoxy)methyl)-4-fluoro-6-methoxy-[1,1'-biphenyl]-3-carboxylic acid